C12(CC3CC(CC(C1)C3)C2)C2=CC=C(C=C2)C2=NC(=NC(=N2)C2=CC(=CC=C2)C2=NC(=NC(=N2)C2=CC3=CC=CC=C3C=C2)C2=CC=CC=C2)C2=CC=CC=C2 2-(4-(adamantan-1-yl)phenyl)-4-(3-(4-(naphthalen-2-yl)-6-phenyl-1,3,5-triazin-2-yl)phenyl)-6-phenyl-1,3,5-triazine